(cis)-Methyl 4-(2-chloro-4-fluorophenyl)-6-(4-(N-(2-hydroxyethyl)methylsulfonamido)cyclohexyl)-2-(thiazol-2-yl)-1,4-dihydro-pyrimidine-5-carboxylate ClC1=C(C=CC(=C1)F)C1N=C(NC(=C1C(=O)OC)[C@@H]1CC[C@@H](CC1)N(S(=O)(=O)C)CCO)C=1SC=CN1